8-chloro-6-(((S)-(6-(oxetan-3-yl)-4,5,6,7-tetrahydrothieno[2,3-c]pyridin-3-yl)(1H-1,2,3-triazol-4-yl)methyl)amino)-4-(((R)-1-phenylethyl)amino)quinoline-3-carbonitrile ClC=1C=C(C=C2C(=C(C=NC12)C#N)N[C@H](C)C1=CC=CC=C1)N[C@H](C=1N=NNC1)C1=CSC=2CN(CCC21)C2COC2